5-BENZYLOXYMETHYL-1H-INDOLE-3-CARBALDEHYDE C(C1=CC=CC=C1)OCC=1C=C2C(=CNC2=CC1)C=O